C(C)(C)(C)C1=NN=C(O1)C(=O)N[C@H]1CCCCC2=C1C=CC(=C2)C2=C1C(=NC=C2)N=C(N1)C=1C=NN(C1C)C1CCOCC1 5-tert-butyl-N-[(5S)-2-{2-[5-methyl-1-(oxan-4-yl)-1H-pyrazol-4-yl]-1H-imidazo[4,5-b]pyridin-7-yl}-6,7,8,9-tetrahydro-5H-benzo[7]annulen-5-yl]-1,3,4-oxadiazole-2-carboxamide